3-[5-chloro-1-(1-cyclopropylpyrazol-4-yl)indazol-6-yl]-6-methyl-3-azabicyclo[3.1.1]heptan-6-ol ClC=1C=C2C=NN(C2=CC1N1CC2C(C(C1)C2)(O)C)C=2C=NN(C2)C2CC2